S(=O)(=O)=NCC(=O)O N-sulfonyl-glycine